FC=1C=C(C=C(C1)C1=C(C=CC=C1C)C)C=O 5-fluoro-2',6'-dimethyl-[1,1'-biphenyl]-3-carbaldehyde